(4-(but-2-yn-1-yloxy)phenyl)methylamine C(C#CC)OC1=CC=C(C=C1)CN